C(C)(=O)NC=1C=C(C(=O)O)C=CC1C(NC=1SC(=C(N1)C)[N+](=O)[O-])=O 3-acetamido-4-((4-methyl-5-nitrothiazol-2-yl)carbamoyl)benzoic acid